5-((2-(2-hydroxyethyl)-2,3-dihydro-1H-pyrrolo[3,4-c]pyridin-6-yl)amino)-1H-pyrazol OCCN1CC=2C=NC(=CC2C1)NC1=CC=NN1